FC1=C(C(=C(C=C1)C)F)F trifluoro-methylbenzene